C12CN(CC(CC1)N2)C=2C1=C(N=C(N2)OCC2(CC2)CN2CCOCC2)CN(C1)C(=O)C1=CC(=CC2=CC=CC(=C12)C=C)O (4-(3,8-diazabicyclo[3.2.1]octan-3-yl)-2-((1-(morpholinomethyl)cyclopropyl)methoxy)-5,7-dihydro-6H-pyrrolo[3,4-d]pyrimidin-6-yl)(3-hydroxy-8-vinylnaphthalen-1-yl)methanone